2,4-diethyl-2,4-dicyclohexylcyclobutanediamine C(C)C1(C(C(C1)(C1CCCCC1)CC)(N)N)C1CCCCC1